5-(8-(4-Chlorophenyl)-2-imino-3-methyl-2,3-dihydro-1H-imidazo[4,5-c]quinolin-1-yl)-6-methyl-2-morpholinonicotinonitrile ClC1=CC=C(C=C1)C1=CC=2C3=C(C=NC2C=C1)N(C(N3C=3C(=NC(=C(C#N)C3)N3CCOCC3)C)=N)C